C(#N)C=1C(=NC=2CCCCC2C1C1=CC=C(C=C1)OC)SC(C(=O)O)C1=CC=CC=C1 2-((3-cyano-4-(4-methoxyphenyl)-5,6,7,8-tetrahydroquinolin-2-yl)thio)-2-phenylacetic acid